CC=1N=NN(C1COC1=CC2=C(N=N1)CN(CC2)C(C)=O)C=2C=NC(=CC2)C(F)(F)F 1-[3-({4-methyl-1-[6-(trifluoromethyl)pyridin-3-yl]-1H-1,2,3-triazol-5-yl}methoxy)-5,8-dihydropyrido[3,4-c]pyridazin-7(6H)-yl]ethanone